2,2'-Oxybis[1-propanol] O(C(CO)C)C(CO)C